N-[(3R)-azepan-3-yl]-1-[2-methoxy-4-(trifluoromethyl)phenyl]pyrido[3,4-d]pyridazin-4-amine N1C[C@@H](CCCC1)NC=1N=NC(=C2C1C=NC=C2)C2=C(C=C(C=C2)C(F)(F)F)OC